methyl 5-(2-((tert-butoxycarbonyl)amino)ethoxy)pentanoate C(C)(C)(C)OC(=O)NCCOCCCCC(=O)OC